C(C(O)C)(=O)OC(CCCCCCCC)C 1-methylnonyl lactate